(3-(2-Oxopropanoyl)-3-azabicyclo[3.1.1]hept-6-yl)carbamate O=C(C(=O)N1CC2C(C(C1)C2)NC([O-])=O)C